3-(6-(5-chloropentoxy)-1-oxo-3,4-dihydroisoquinolin-2(1H)-yl)piperidine-2,6-dione ClCCCCCOC=1C=C2CCN(C(C2=CC1)=O)C1C(NC(CC1)=O)=O